C1(=C(C(=C(C(=C1[2H])[2H])[2H])[2H])[2H])C=1SC(=CN1)C=O 2-(phenyl-d5)thiazole-5-carbaldehyde